ClC1=C2C(=NC=C1C=1C=C(C=CC1)N1C(CN(CC1)C(CCCCCCCNC1=C3CN(C(C3=CC=C1)=O)C1C(NC(CC1)=O)=O)=O)=O)NC=C2CC 3-(4-((8-(4-(3-(4-chloro-3-ethyl-1H-pyrrolo[2,3-b]pyridin-5-yl)phenyl)-3-oxopiperazin-1-yl)-8-oxooctyl)amino)-1-oxoisoindolin-2-yl)piperidine-2,6-dione